O[C@](C(=O)N[C@@H](C(C)(C)O)C1=CC=C(C=C1)OCC(CCC)C)(C([2H])([2H])[2H])C1=CC=CC=C1 (2R)-2-Hydroxy-N-((1R)-2-hydroxy-2-methyl-1-(4-((2-methylpentyl)oxy)phenyl)propyl)-2-phenylpropan-3,3,3-d3-amide